((2-(difluoromethyl)-4,5-difluorophenyl)ethynyl)trimethylsilane FC(C1=C(C=C(C(=C1)F)F)C#C[Si](C)(C)C)F